4-((2-((3s,4s)-4-amino-3-methyl-2-oxa-8-azaspiro[4.5]decan-8-yl)pyrido[2,3-b]pyrazin-6-yl)thio)-6,7-dihydro-5H-cyclopenta[b]pyridin-7-ol N[C@@H]1[C@@H](OCC12CCN(CC2)C=2N=C1C(=NC2)N=C(C=C1)SC1=C2C(=NC=C1)C(CC2)O)C